N[C@H]1CN(C[C@@H](C1)F)C(=O)C1=CC2=C(N(C(=N2)C=2N(C3=CC(=CC=C3C2)C=2C(=C(C=CC2F)O)Cl)CC2CC2)C)C(=C1)OC 3-(2-{5-[(3R,5R)-3-amino-5-fluoropiperidine-1-carbonyl]-7-methoxy-1-methyl-1H-1,3-benzodiazol-2-yl}-1-(cyclopropylmethyl)-1H-indol-6-yl)-2-chloro-4-fluorophenol